tert-butyl 4-(4-(trifluoromethyl)-1H-pyrrolo[2,3-c]pyridin-7-yl)piperazine-1-carboxylate FC(C1=C2C(=C(N=C1)N1CCN(CC1)C(=O)OC(C)(C)C)NC=C2)(F)F